C1=NN=C2N1C1=CC=CC=C1C(=N2)N2C1=C(OCC2)C=CC=C1 4-([1,2,4]triazolo[4,3-a]quinazolin-5-yl)-3,4-dihydro-2H-benzo[b][1,4]oxazine